N1CC(C1)NC(=O)[C@H]1CCN(C2(CC2)C1)C(=O)C1=NNC(=C1)C1=CC(=NC=C1F)OC (7S)-N-(azetidin-3-yl)-4-[5-(5-fluoro-2-methoxypyridin-4-yl)-1H-pyrazole-3-carbonyl]-4-azaspiro[2.5]octane-7-carboxamide